ClC1=C(C=NC(=C1)Cl)CC1(CN(CC1)C(=O)OC(C)(C)C)O tert-butyl 3-((4,6-dichloropyridin-3-yl)methyl)-3-hydroxypyrrolidine-1-carboxylate